COC([C@H](CCCCCCCC1=NC=2NCCCC2C=C1)NC(=O)C1(CCNCC1)C)=O (S)-2-(4-methylpiperidine-4-carboxamido)-9-(5,6,7,8-tetrahydro-1,8-naphthyridin-2-yl)nonanoic acid methyl ester